OC1=C(C=CC(=C1)O)C(\C=C\C1=CC(=C(C=C1)OC)COC1=CC(=CC=C1)C(F)(F)F)=O (E)-1-(2,4-Dihydroxyphenyl)-3-[4-methoxy-3-[[3-(trifluoromethyl)phenoxy]methyl]phenyl]prop-2-en-1-one